benzyl (1R,5S,6r)-6-(hydroxymethyl)-3-azabicyclo[3.1.0]hexane-3-carboxylate C1[C@@H]2[C@@H](C2CO)CN1C(=O)OCC3=CC=CC=C3